NC=1C(=C(C(=C(C1)[Zn])N)N)N tetraaminophenyl-zinc